1-[2-[2-fluoro-4-[3-[1-[5-(methoxymethyl)pyrimidin-2-yl]-4-piperidyl]propoxy]phenyl]acetyl]-N-[2-[[2-hydroxy-1,1-bis(hydroxymethyl)ethyl]carbamoyl-amino]ethyl]azetidine-3-carboxamide FC1=C(C=CC(=C1)OCCCC1CCN(CC1)C1=NC=C(C=N1)COC)CC(=O)N1CC(C1)C(=O)NCCNC(NC(CO)(CO)CO)=O